N1(CCC1)C(=O)C1=NC=C(N=C1)N1[C@H](C2=C(CC1)NC=N2)C2=NN1C(C=CC=C1)=C2 (R)-azetidin-1-yl(5-(4-(pyrazolo[1,5-a]pyridin-2-yl)-1,4,6,7-tetrahydro-5H-imidazo[4,5-c]pyridin-5-yl)pyrazin-2-yl)methanone